1-(5-((4-amino-6-chloro-1H-pyrazolo[3,4-d]pyrimidin-1-yl)methyl)-2-bromophenyl-ethyl)-6-oxo-1,6-dihydropyridazine-3-carboxylic acid methyl ester COC(=O)C1=NN(C(C=C1)=O)CCC1=C(C=CC(=C1)CN1N=CC=2C1=NC(=NC2N)Cl)Br